CNC(=O)C=1N(C2=CC(=CC=C2C1)OC(F)(F)F)C=1C=C(C=CC1)CCC(=O)OC methyl 3-(3-(2-(methylcarbamoyl)-6-(trifluoromethoxy)-1H-indol-1-yl)phenyl)propanoate